OC1C(OCC1(C)C)=O hydroxy-4,4-dimethyloxolan-2-one